ClC1=CC(=CC2=C1OCC(N2)=O)NC(=O)C=2C=NN(C2C(F)(F)F)C2=CN=CC1=CC=CC=C21 N-(8-chloro-3-oxo-3,4-dihydro-2H-benzo[b][1,4]oxazin-6-yl)-1-(isoquinolin-4-yl)-5-(trifluoromethyl)-1H-pyrazole-4-carboxamide